methyl 2-(3-fluoro-5-methylphenyl)-5-(4-fluorophenyl)-2H-1,2,3-triazole-4-carboxylate FC=1C=C(C=C(C1)C)N1N=C(C(=N1)C(=O)OC)C1=CC=C(C=C1)F